C(C)(C)(C)N1N=C(C(=C1C)O)C1=C(C=CC=C1)C 1-(tert-Butyl)-5-methyl-3-(o-tolyl)-pyrazol-4-ol